N=C1OC(C(N1)=O)C1=CC=CC=C1 2-imino-5-phenyl-4-oxazolidinone